2-carboxy-3-isopentenyl-1,4-naphthoquinone C(=O)(O)C=1C(C2=CC=CC=C2C(C1CCC(=C)C)=O)=O